ClC1=CC=C(C=C1)N1N=C(C=C1)OCC1=C(C=CC=C1C)N1N=NN(C1=O)C 1-(2-{[1-(4-chlorophenyl)pyrazol-3-yl]oxymethyl}-3-methylphenyl)-1,4-dihydro-4-methyl-5H-tetrazol-5-one